2-acetoxy-1,3-diacetyl-1H-indole-6-carboxylic acid methyl ester COC(=O)C1=CC=C2C(=C(N(C2=C1)C(C)=O)OC(C)=O)C(C)=O